IC=1C=NN(C1)[C@H](CC)C1=CC=CC=C1 |r| racemic-4-iodo-1-(1-phenylpropyl)-1H-pyrazole